6-(4-(3-(4-chloro-3-fluorophenyl)-1,2-dimethyl-1H-pyrrolo[2,3-b]pyridine-6-carbonyl)-3,3-dimethylpiperazin-1-yl)-2,4-dimethylnicotinic acid ClC1=C(C=C(C=C1)C1=C(N(C2=NC(=CC=C21)C(=O)N2C(CN(CC2)C2=NC(=C(C(=O)O)C(=C2)C)C)(C)C)C)C)F